2-hydroxy-1-{1-[4-(2-hydroxy-2-methylpropionyl)phenyl]-1,3,3-trimethylindan-5-yl}-2-methylpropane-1-one OC(C(=O)C=1C=C2C(CC(C2=CC1)(C)C1=CC=C(C=C1)C(C(C)(C)O)=O)(C)C)(C)C